tert-Butyl (2-{4-[4-(2-methoxyethoxy)phenyl]piperazin-1-yl}ethyl)methylcarbamate COCCOC1=CC=C(C=C1)N1CCN(CC1)CCN(C(OC(C)(C)C)=O)C